3-(dihydroxyboranyl)benzoic acid OB(C=1C=C(C(=O)O)C=CC1)O